BrC=1C=2N(C=CC1)C(=CN2)N2C(NC(CC2)=O)=O 1-(8-bromoimidazo[1,2-a]pyridin-3-yl)hexahydropyrimidine-2,4-dione